ClC1=CC=C(C(=N1)NC(=O)C1N(CC(C1)F)C(=O)OCCCC)C butyl 2-((6-chloro-3-methylpyridin-2-yl)carbamoyl)-4-fluoropyrrolidine-1-carboxylate